(7-benzothien-2-yl-naphthalen-2-yl)-(4-benzothiazol-2-yl-phenyl)-(4-dibenzofuran-3-yl-phenyl)amine S1C(=CC2=C1C=CC=C2)C2=CC=C1C=CC(=CC1=C2)N(C2=CC=C(C=C2)C=2C=CC1=C(OC3=C1C=CC=C3)C2)C2=CC=C(C=C2)C=2SC3=C(N2)C=CC=C3